ClC=1C=C(C(=O)C2=C(C(=O)O)C=CC=C2)C=CC1 2-(3-chlorobenzoyl)benzoic acid